C(C)N(CCCC(C)NC=1N=CC(=NC1)C(=O)NC=1C=CC=C2C=C(C=NC12)C)CC 5-((5-(diethylamino)pentan-2-yl)amino)-N-(3-methylquinolin-8-yl)pyrazine-2-carboxamide